4-bromo-2-(1-chloroethyl)-1-fluorobenzene BrC1=CC(=C(C=C1)F)C(C)Cl